T-butyl (1S,5R)-2-(hydroxymethyl)-3,8-diazabicyclo[3.2.1]octane-8-carboxylate OCC1[C@@H]2CC[C@H](CN1)N2C(=O)OC(C)(C)C